C1([C@H](O)[C@H](O)[C@H](O1)CO)C=1NC2=C(N1)C=CC=C2 D-ribofuranosyl-benzimidazole